2-[4-bromo-3-(4-fluorophenyl)-1H-pyrazol-5-yl]Acetyl piperazine-1-carboxylate N1(CCNCC1)C(=O)OC(CC1=C(C(=NN1)C1=CC=C(C=C1)F)Br)=O